NC1=C(C=2C(=NC(=CN2)C2=CC=CC=C2)N1C1=C(C=CC(=C1)O)C)C(=O)N 6-amino-5-(5-hydroxy-2-methyl-phenyl)-3-phenyl-pyrrolo[2,3-b]pyrazine-7-carboxamide